The molecule is a sulfonamide resulting from the formal condensation of the sulfonic acid group of mesitylene-2-sulphonic acid with the amino group of 2-(m-bromophenyl)ethylamine in which the nitrogen is substituted by a 4-[m-(methylsulfonyl)phenyl]benzyl group. It has a role as an antineoplastic agent, an apoptosis inducer and a liver X receptor inverse agonist. It is a sulfonamide, a sulfone and a member of bromobenzenes. CC1=CC(=C(C(=C1)C)S(=O)(=O)N(CCC2=CC(=CC=C2)Br)CC3=CC=C(C=C3)C4=CC(=CC=C4)S(=O)(=O)C)C